The molecule is a branched amino hexasaccharide composed of the linear tetrasaccharide alpha-Fuc-(1->2)-alpha-Fuc-(1->3)-beta-GalNAc-(1->4)-beta-GlcNAc having an alpha-Fuc-(1->2)-alpha-Fuc moiety attached at the 3-position of the terminal beta-GlcNAc. C[C@H]1[C@H]([C@H]([C@@H]([C@@H](O1)O[C@H]2[C@@H]([C@@H]([C@@H](O[C@H]2O[C@@H]3[C@H]([C@@H](O[C@@H]([C@H]3O[C@H]4[C@@H]([C@H]([C@H]([C@H](O4)CO)O)O[C@H]5[C@H]([C@@H]([C@@H]([C@@H](O5)C)O)O)O[C@H]6[C@H]([C@@H]([C@@H]([C@@H](O6)C)O)O)O)NC(=O)C)CO)O)NC(=O)C)C)O)O)O)O)O